2'-(2-((5-(6-ethyl-2,6-diazaspiro[3.3]hept-2-yl)pyridin-2-yl)amino)-5-fluoropyrimidin-4-yl)-5'-methyl-5',6'-dihydro-4'H-spiro[cyclohexane-1,7'-thieno[3,2-c]pyridin]-4'-one C(C)N1CC2(CN(C2)C=2C=CC(=NC2)NC2=NC=C(C(=N2)C2=CC=3C(N(CC4(C3S2)CCCCC4)C)=O)F)C1